N-(1-cyano-2-phenylethyl)-1-(2-((2,2-difluorobenzo[d][1,3]dioxol-5-yl)amino)-5-methylpyridin-4-yl)-1H-1,2,3-triazole-4-carboxamide C(#N)C(CC1=CC=CC=C1)NC(=O)C=1N=NN(C1)C1=CC(=NC=C1C)NC1=CC2=C(OC(O2)(F)F)C=C1